(2S,5R)-N-{[(2R,4S)-4-Hydroxymethyl-pyrrolidin-2-yl]methyloxy}-7-oxo-6-(sulfooxy)-1,6-diazabicyclo[3.2.1]octane-2-carboxamide OC[C@H]1C[C@@H](NC1)CONC(=O)[C@H]1N2C(N([C@H](CC1)C2)OS(=O)(=O)O)=O